[Si](C)(C)(C(C)(C)C)OC1=C(C=CC=C1)Br (tert-butyldimethylsilyloxy)-bromobenzene